CN(C([C@H](O)[C@@H](O)C(=O)N(C)C)=O)C (+)-(+)-N,N,N',N'-Tetramethyl-L-tartaric acid diamide